hexamethylene biscarbamate C(N)(OCCCCCCOC(N)=O)=O